2-propoxyneopentyl glycol diacrylate C(C=C)(=O)OC(C(C)(COC(C=C)=O)C)OC(C)C